2-[4-[2-[(8-oxo-6,7-dihydro-5H-indolizine-5-carbonyl)amino]thiazol-5-yl]phenoxy]acetic acid methyl ester COC(COC1=CC=C(C=C1)C1=CN=C(S1)NC(=O)C1N2C=CC=C2C(CC1)=O)=O